methyl (S)-3-[(tert-butyldiphenylsilyl)oxy]-2-methylpropanoate [Si](C1=CC=CC=C1)(C1=CC=CC=C1)(C(C)(C)C)OC[C@@H](C(=O)OC)C